NC1=NC=2C=C(C(=CC2C2=C1N(N=C2)C)C(=O)N(CC=2N=NC(=CC2)C(F)(F)F)C2CCC2)F 4-amino-N-cyclobutyl-7-fluoro-3-methyl-N-((6-(trifluoromethyl)-3-pyridazinyl)methyl)-3H-pyrazolo[3,4-c]quinoline-8-carboxamide